N-(6-(2,6-difluoro-3-(3-fluoro-5-(trifluoromethyl)phenylsulfonamido)phenyl)quinazolin-2-yl)pivaloamide FC1=C(C(=CC=C1NS(=O)(=O)C1=CC(=CC(=C1)C(F)(F)F)F)F)C=1C=C2C=NC(=NC2=CC1)NC(C(C)(C)C)=O